N-(2-Methoxyphenyl)-5-methyl-2-(5-morpholin-4-yl-3,4'-bipyridin-2'-yl)-1H-imidazol-4-amin COC1=C(C=CC=C1)NC=1N=C(NC1C)C1=NC=CC(=C1)C=1C=NC=C(C1)N1CCOCC1